ClC1=CC=C(C=C1)C1=N[C@H](C=2N(C3=C1C(=C(S3)C)C)C(=NN2)C)CC(NCCOCCOCCOCCNC(OC(C)(C)C)=O)=O tert-Butyl (S)-(1-(4-(4-chlorophenyl)-2,3,9-trimethyl-6H-thieno[3,2-f][1,2,4]triazolo[4,3-a][1,4]diazepin-6-yl)-2-oxo-6,9,12-trioxa-3-azatetradecan-14-yl)carbamate